N-[3-[4-(2-methoxyethylamino)-2-(methylamino)quinazolin-7-yl]phenyl]prop-2-enamide COCCNC1=NC(=NC2=CC(=CC=C12)C=1C=C(C=CC1)NC(C=C)=O)NC